(4-(((3R,6S)-6-(hydroxymethyl)tetrahydro-2H-pyran-3-yl)amino)-7H-pyrrolo[2,3-d]pyrimidin-5-yl) ketone OC[C@@H]1CC[C@H](CO1)NC=1C2=C(N=CN1)NC=C2C(=O)C2=CNC=1N=CN=C(C12)N[C@H]1CO[C@@H](CC1)CO